C(C)(C)(C)C=1C(=C(C(=CC1)O)C)C(C)(C)C ditertiary butyl-cresol